ketopyrrolopyrrole O=C1C=C2C(C=CN2)=N1